N-(2-chloroethyl)-2',6'-difluoro-[1,1'-biphenyl]-4-sulfonamide ClCCNS(=O)(=O)C1=CC=C(C=C1)C1=C(C=CC=C1F)F